Cl.C(C)OC(NC1=NC=CC(=C1)OC1=CC(=C(C=C1)N)SC)=O (4-(4-amino-3-(methylthio)phenoxy)pyridin-2-yl)carbamic acid ethyl ester hydrochloride